ClC1=C(OCC2=NC=CC(=C2)CC2(CCN(CC2)CC2=NC3=C(N2CC2=CN=CN2CC)C=C(C=C3)C(=O)OC)CO)C=CC(=C1)Cl Methyl 2-((4-((2-((2,4-dichlorophenoxy)methyl)pyridin-4-yl)methyl)-4-(hydroxymethyl)piperidin-1-yl)methyl)-1-((1-ethyl-1H-imidazol-5-yl)methyl)-1H-benzo[d]imidazole-6-carboxylate